N[C@@H]1CN(CCOC1)C=1C=C2CN3[C@@H](C2=CC1)CN(C[C@H]3C)C3=C1C=CC=NC1=C(C=C3)C#N 5-[(4R,10bS)-8-[(6R)-6-amino-1,4-oxaazepan-4-yl]-4-methyl-3,4,6,10b-tetrahydro-1H-pyrazino[2,1-a]isoindol-2-yl]quinoline-8-carbonitrile